tert-Butyl N-[5-[2-chloro-3-fluoro-4-[2-[[3-(3-methyl-1-bicyclo[1.1.1]pentanyl) isoxazol-5-yl]amino]-2-oxo-ethyl]phenyl]-4-cyano-2-isopropyl-pyrazol-3-yl]carbamate ClC1=C(C=CC(=C1F)CC(=O)NC1=CC(=NO1)C12CC(C1)(C2)C)C=2C(=C(N(N2)C(C)C)NC(OC(C)(C)C)=O)C#N